pyridinylcyclodecane N1=C(C=CC=C1)C1CCCCCCCCC1